C(C)(C)(C)NC([C@H](CCSC)N(C=1C2=C(N=C(N1)C1=NC=CC=C1)CCC2)C)=O (2S)-N-tert-butyl-2-{methyl[2-(pyridin-2-yl)-5H,6H,7H-cyclopenta[d]pyrimidin-4-yl]amino}-4-(methylsulfanyl)butanamide